methyl 3-(4-{2-[(4-{[6-(5-chloro-2-fluorophenyl)pyridazin-4-yl]amino}quinolin-7-yl)oxy]ethyl}piperazin-1-yl)propanoate ClC=1C=CC(=C(C1)C1=CC(=CN=N1)NC1=CC=NC2=CC(=CC=C12)OCCN1CCN(CC1)CCC(=O)OC)F